5'-methyl-3H-spiro[furo[2,3-c]pyridine-2,3'-pyrrolidine]-1'-carboxylic acid tert-butyl ester C(C)(C)(C)OC(=O)N1CC2(CC1C)CC=1C(=CN=CC1)O2